BrC1=CC=C(C=C1)[C@@](C)(C#C)C=1N=C(SC1)NC(=O)N1CC(C1)CO (R)-N-(4-(2-(4-bromophenyl)but-3-yn-2-yl)thiazol-2-yl)-3-(hydroxymethyl)azetidine-1-carboxamide